C(CCCCCCCCCCC)N(CC(=O)O)C lauryl-methylglycine